O1CCC(CC1)NC(=O)C1CNCCC1 N-(tetrahydro-2H-pyran-4-yl)piperidin-3-carboxamid